C(=O)(O)C1=CC=C(C=C1)C=CC1=CC=C(C=C1)C(=O)O 1,2-di(p-carboxyphenyl)ethaneN